ClC=1C=C(CN([C@@H]2CCO[C@]23O[C@@H]([C@@H]([C@@H]([C@H]3O)N3N=NC(=C3)C3=CC(=C(C(=C3)F)F)F)O)CO)C)C=CC1 (4r,5s,7r,8r,9s,10r)-4-((3-chlorobenzyl)(methyl)amino)-7-(hydroxymethyl)-9-(4-(3,4,5-trifluorophenyl)-1H-1,2,3-triazol-1-yl)-1,6-dioxaspiro[4.5]decan-8,10-diol